C(C)(C)(C)OC(N[C@H](C(=O)NN)CCN(C(CO)=O)[C@H](C(C)(C)C)C=1N(C=C(N1)C1=C(C=CC(=C1)F)F)CC1=CC=CC=C1)=O tert-butyl-{(2S)-4-[{(1R)-1-[1-benzyl-4-(2,5-difluorophenyl)-1H-imidazol-2-yl]-2,2-dimethylpropyl}(glycoloyl)amino]-1-hydrazino-1-oxobutan-2-yl}carbamat